CCCCCC\C=C/CCCCCC (Z)-tetradec-7-en